(2-aminoethoxy)-1-ethanol NCCOC(C)O